(R)-2,2-difluoro-3-((1-(6-iodo-1H-indol-3-yl)propan-2-yl)amino)propan-1-ol FC(CO)(CN[C@@H](CC1=CNC2=CC(=CC=C12)I)C)F